1-(1-(3,5-dimethyl-4-(4-(trifluoromethyl)-1H-pyrazol-1-yl)phenyl)butyl)-1H-indazole-5-carboxylic acid CC=1C=C(C=C(C1N1N=CC(=C1)C(F)(F)F)C)C(CCC)N1N=CC2=CC(=CC=C12)C(=O)O